ClC1=C(C=CC=C1)[C@H](C)NC1=C(C=C(C(=O)N[C@H](C)\C=C\S(=O)(=O)C)C=C1)C(=O)N 4-(((S)-1-(2-Chlorophenyl)ethyl)amino)-N1-((R,E)-4-(methylsulfonyl)but-3-en-2-yl)isophthalamide